CC1=NC(=C2N1C1=CC=CC=C1NC2=O)C 1,3-dimethyl-4-oxo-4,5-dihydroimidazo[1,5-a]quinoxaline